ClC1=CC=C(C=C1)[C@@H]1O[C@H](C(N([C@@H]1C1=CC=C(C=C1)Cl)[C@@H](C(=O)OCC)C1CC1)=O)CC1=CC=C(C=C1)C#N (R)-Ethyl 2-((2S,3R,6S)-2,3-bis(4-chlorophenyl)-6-(4-cyanobenzyl)-5-oxomorpholino)-2-cyclopropylacetate